di(2-ethylhexyl)octane C(C)C(CC(CCCCCCC)CC(CCCC)CC)CCCC